(R)-1-(1-(aminomethyl)cyclohexane-1-carbonyl)-N-(6-(trifluoromethoxy)benzo[d]thiazol-2-yl)pyrrolidine-2-carboxamide NCC1(CCCCC1)C(=O)N1[C@H](CCC1)C(=O)NC=1SC2=C(N1)C=CC(=C2)OC(F)(F)F